C1(CCCC1)N(C(=O)OCC1=C(C=NN1C)C1=CC=C(C(=N1)C(F)F)O[C@@H]1C[C@H](CCC1)C(=O)O)C |r| (+/-)-(1S,3S)-3-((6-(5-(((cyclopentyl(methyl)carbamoyl)oxy)methyl)-1-methyl-1H-pyrazol-4-yl)-2-(difluoromethyl)pyridin-3-yl)oxy)cyclohexane-1-carboxylic acid